CC1=NN(C(=C1C1=CC=C(NC([C@H]([C@H]2CCC3=CC=CC=C23)NC(=O)C=2N(N=CC2)C)=O)C=C1)C)COCC[Si](C)(C)C N-[(1S)-2-[4-[3,5-dimethyl-1-(2-trimethylsilylethoxymethyl)pyrazol-4-yl]anilino]-1-[(1S)-indan-1-yl]-2-oxo-ethyl]-2-methyl-pyrazole-3-carboxamide